1-bromo-3,4-difluoro-5-iodo-2-methoxybenzene BrC1=C(C(=C(C(=C1)I)F)F)OC